COC1=NC=C(C(=N1)OC)C=1C=C(C=2N(N1)C=CN2)N2C[C@H](CC2)C2=CC=C(C=C2)F 6-(2,4-dimethoxypyrimidin-5-yl)-8-[(3R)-3-(4-fluorophenyl)pyrrolidin-1-yl]imidazo[1,2-b]pyridazine